amino-5'H,7'H-spiro[cyclopropane-1,8'-pyrano[4,3-b]pyridin]-5'-one NC1=CC=C2C(=N1)C1(COC2=O)CC1